(S)-N-(4-bromo-1,2,3,10,11-pentamethoxy-9-oxo-5,6,7,9-tetrahydrobenzo[a]heptalen-7-yl)acetamide BrC1=C(C(=C(C2=C1CC[C@@H](C1=CC(C(=C(C=C21)OC)OC)=O)NC(C)=O)OC)OC)OC